C(C)(C)(C)[Si](OC1=CC2=CC=CC=C2C(=C1)B1OC(C(O1)(C)C)(C)C)(C)C tert-butyldimethyl((4-(4,4,5,5-tetramethyl-1,3,2-dioxaborolan-2-yl)naphthalen-2-yl)oxy)silane